(1R)-1-(3,3-difluoroprop-1-yn-1-yl)-N-(1-methylcyclopropyl)-4-[(1-methylpyrazol-4-yl)methyl]-5-oxo-1H,2H-imidazo[1,2-a]quinazoline-7-sulfonamide FC(C#C[C@@H]1CN=C2N1C1=CC=C(C=C1C(N2CC=2C=NN(C2)C)=O)S(=O)(=O)NC2(CC2)C)F